C(C)O[Si](CCCSSCCC[Si](OCC)(OCC)OCC)(OCC)OCC bis(γ-triethoxysilylpropyl) disulfide